2-(2,6-dioxopiperidin-3-yl)-4-fluoro-5-((4-(1-isopropyl-6-((2-(4-methoxypiperidine-1-yl)pyrimidin-4-yl)amino)-1H-pyrazolo[4,3-c]pyridin-3-yl)piperazin-1-yl)methyl)isoindoline O=C1NC(CCC1N1CC2=CC=C(C(=C2C1)F)CN1CCN(CC1)C1=NN(C2=C1C=NC(=C2)NC2=NC(=NC=C2)N2CCC(CC2)OC)C(C)C)=O